4-bromo-6-chloro-2,5-dimethylpyridazin-3(2H)-one BrC=1C(N(N=C(C1C)Cl)C)=O